vanillin-disulfide O=CC12C(C3(OC)C(O)(C=C1)S3)S2